[Si](C)(C)(C(C)(C)C)OC1=CC(=C(C=C1)\N=C(/N)\C1=C(C=2N(N=C1)C=C(C2)C=2C=NN(C2)C)N[C@@H]2CC[C@H](CC2)NC(OC(C)(C)C)=O)CC trans-tert-butyl N-[4-[[3-[(Z)-N'-[4-[tert-butyl(dimethyl)silyl]oxy-2-ethyl-phenyl]-carbamimidoyl]-6-(1-methylpyrazol-4-yl)pyrrolo[1,2-b]pyridazin-4-yl]amino]cyclohexyl]-carbamate